N-((2S,3S,4R)-3,4-dihydroxy-1-(((2S,3R,4S,5R,6R)-3,4,5-trihydroxy-6-(hydroxymethyl)tetrahydro-2H-pyran-2-yl)oxy)octadecan-2-yl)-11-(3-fluorobicyclo[1.1.1]pentan-1-yl)undecanamide O[C@@H]([C@H](CO[C@H]1O[C@@H]([C@@H]([C@@H]([C@H]1O)O)O)CO)NC(CCCCCCCCCCC12CC(C1)(C2)F)=O)[C@@H](CCCCCCCCCCCCCC)O